(R)-5-((3-chloro-5-(3-oxo-5-phenyl-6,7-dihydro-3H-pyrrolo[2,1-c][1,2,4]triazol-2(5H)-yl)pyridin-2-yl)oxy)-4-methylthiazole-2-carboxamide ClC=1C(=NC=C(C1)N1N=C2N(C1=O)[C@H](CC2)C2=CC=CC=C2)OC2=C(N=C(S2)C(=O)N)C